4-(3-Chloro-2-methylphenylamino)-2-(difluoromethyl)pyrido[3,2-d]pyrimidine-7-carbaldehyde ClC=1C(=C(C=CC1)NC=1C2=C(N=C(N1)C(F)F)C=C(C=N2)C=O)C